[F-].N(C)CC(=O)[O-].[Sn+2] Stannous sarcosinate fluoride